1-(7-(2,3-dichloro-6-methoxyphenyl)imidazo[1,2-a]pyridin-2-yl)cyclopropane-1-carboxylate ClC1=C(C(=CC=C1Cl)OC)C1=CC=2N(C=C1)C=C(N2)C2(CC2)C(=O)[O-]